2-methyltriazole CN1N=CC=N1